(2S,3R)-3-((2-amino-6-methylpyridin-4-yl)methyl)-N2-(1-methyl-1H-imidazol-2-yl)-N1-((R)-1-(3-chlorophenyl)propyl)-N2-methyl-4-oxoazetidine-1,2-dicarboxamide NC1=NC(=CC(=C1)C[C@@H]1[C@H](N(C1=O)C(=O)N[C@H](CC)C1=CC(=CC=C1)Cl)C(=O)N(C)C=1N(C=CN1)C)C